(4aR,8aS)-6-(3-(4-Bromophenyl)-3-hydroxyazetidin-1-carbonyl)hexahydro-2H-pyrido[4,3-b][1,4]oxazin-3(4H)-on BrC1=CC=C(C=C1)C1(CN(C1)C(=O)N1C[C@@H]2[C@@H](OCC(N2)=O)CC1)O